2-((3S,5R)-3-Amino-4,4-difluoro-5-methylpiperidin-1-yl)-5-chloro-6-((3-(3-hydroxy-3-methylbutyl)-1-methyl-2-oxo-2,3-dihydro-1H-benzo[d]imidazol-5-yl)amino)nicotinonitrile N[C@H]1CN(C[C@H](C1(F)F)C)C1=C(C#N)C=C(C(=N1)NC1=CC2=C(N(C(N2CCC(C)(C)O)=O)C)C=C1)Cl